(Z)-3-((cyclobutylamino)methylene)-2-(1H-indol-3-yl)chroman-4-one C1(CCC1)N\C=C/1\C(OC2=CC=CC=C2C1=O)C1=CNC2=CC=CC=C12